COC1=CC=C(NCC#C)C=C1 4-methoxy-N-prop-2-ynyl-aniline